(3AR,11aS)-5-allyl-6-chloro-8,9-difluoro-10-methyl-1-(6-methyl-4-(trifluoromethyl)pyridin-2-yl)-1,3a,4,5,10,11a-hexahydro-2H-benzo[b]pyrrolo[2,3-f][1,4]diazocine-2,11(3H)-dione C(C=C)N1C2=C(N(C([C@@H]3[C@@H](C1)CC(N3C3=NC(=CC(=C3)C(F)(F)F)C)=O)=O)C)C(=C(C=C2Cl)F)F